C(CCCCCCCCCCC)OCCC(CCCC(C)C)C 3,7-Dimethyloctan-1-yl Lauryl Ether